[N+](=O)([O-])C=1CCOCC1 4-Nitro-3,6-dihydro-2H-pyran